1-(4-(3-chloro-2-methylphenyl)piperazin-1-yl)-2-(3-(4-(fluoromethyl)-4-hydroxypiperidine-1-carbonyl)-4,5,6,7-tetrahydro-1H-indazol-1-yl)ethanone ClC=1C(=C(C=CC1)N1CCN(CC1)C(CN1N=C(C=2CCCCC12)C(=O)N1CCC(CC1)(O)CF)=O)C